C(C1=CC=CC=C1)(C1=CC=CC=C1)N1CCN(CC1)C(CC1C(NC2=CC=C(C=C12)F)=O)=O 3-(2-(4-benzhydrylpiperazin-1-yl)-2-oxoethyl)-5-fluoroindolin-2-one